5-cyclopropyl-2-(4,4-difluoropiperidin-1-yl)-6-(trifluoromethyl)nicotinamide C1(CC1)C=1C(=NC(=C(C(=O)N)C1)N1CCC(CC1)(F)F)C(F)(F)F